NC=1N=C(N(C(C1C#CCC1=CC(=C(C#N)C=C1)F)=O)C)N1CCC2(CC1)[C@@H](C1=CC=CC=C1C2)N (S)-4-(3-(4-amino-2-(1-amino-1,3-dihydro-spiro[indene-2,4'-piperidin]-1'-yl)-1-methyl-6-oxo-1,6-dihydropyrimidin-5-yl)prop-2-yn-1-yl)-2-fluorobenzonitrile